S1C(=NC2=C1CCC2)C2=NN=C1N2CCN([C@@H]1C)C(=O)OCC1=CC=CC=C1 benzyl (R)-3-(5,6-dihydro-4H-cyclopenta[d]thiazol-2-yl)-8-methyl-5,6-dihydro-[1,2,4]triazolo[4,3-a]pyrazine-7(8H)-carboxylate